1-benzyl 2-methylpiperidine-1,2-dicarboxylate CC1(N(CCCC1)C(=O)OCC1=CC=CC=C1)C(=O)[O-]